1-[6-[4-[2-butoxy-4-[(E)-2-methoxycarbonyl-vinyl]-phenoxycarbonyl]-phenoxy]-hexyloxycarbonyl]-1-methyl-ethylene C(CCC)OC1=C(OC(=O)C2=CC=C(OCCCCCCOC(=O)C(=C)C)C=C2)C=CC(=C1)\C=C\C(=O)OC